C(C1=CC=CC=C1)OCC(CCCCCCCCC(=O)[O-])(CCCCCCCCC(=O)[O-])C 2-((benzyloxy)methyl)-2-methylpropane-1,3-diyldioctanoate